S1C=C(C=C1)C(=O)NC=1C=C2C(=CNC2=CC1)C=1CCN(CC1)CC(C)(C)C 5-(3-thienoyl)amino-3-(1-neopentyl-1,2,3,6-tetrahydropyridin-4-yl)-1H-indole